t-pentylperoxy isopropyl monocarbonate C(OOOC(C)(C)CC)(OC(C)C)=O